3-[1-(2,4,6-trimethylphenyl)-1H-imidazol-2-yl]benzonitrile CC1=C(C(=CC(=C1)C)C)N1C(=NC=C1)C=1C=C(C#N)C=CC1